methyl 3-(2,4-dimethyl-6-(phosphonooxy)phenyl)-3-methylbutanoate CC1=C(C(=CC(=C1)C)OP(=O)(O)O)C(CC(=O)OC)(C)C